NCCOCCOCCN1N=C(C(=C1)NC1=C2N=CN(C2=NC(=N1)N1C[C@H]([C@@H](C1)F)NC(OC(C)(C)C)=O)C)OC tert-butyl N-[(3R,4R)-1-[6-[[1-[2-[2-(2-aminoethoxy) ethoxy]ethyl]-3-methoxy-pyrazol-4-yl]amino]-9-methyl-purin-2-yl]-4-fluoro-pyrrolidin-3-yl]carbamate